FC(CCNC=1N=CC2=C(N1)NC=C2C2=CC=1N(C=C2)N=CC1C(=O)N)(F)F 5-(2-((3,3,3-trifluoropropyl)amino)-7H-pyrrolo[2,3-d]pyrimidin-5-yl)pyrazolo[1,5-a]pyridine-3-carboxamide